C1(=CC=CC=C1)NCCO N-phenylethanolamine